(5-fluoro-2-pyridyl)-2-hydroxy-ethanone FC=1C=CC(=NC1)C(CO)=O